C1(=CC=CC=C1)P(C1=C(C=CC(=C1)OCCO)OCCO)(C1=CC=CC=C1)=O diphenyl-2,5-bis(hydroxyethoxy)phenylphosphine oxide